1,3-diisopropylphenylethylmagnesium C(C)(C)C1(CC(=CC=C1)C(C)C)CC[Mg]